butyl ((S)-(((2R,3S,5R)-5-(6-amino-2-fluoro-9H-purin-9-yl)-2-ethynyl-3-(((octyloxy)carbonyl)oxy)tetrahydrofuran-2-yl)methoxy)(phenoxy)phosphoryl)-L-alaninate NC1=C2N=CN(C2=NC(=N1)F)[C@H]1C[C@@H]([C@@](O1)(C#C)CO[P@](=O)(OC1=CC=CC=C1)N[C@@H](C)C(=O)OCCCC)OC(=O)OCCCCCCCC